tert-butyl (2R,3R,5R)-2-ethynyl-3-(hydroxymethyl)-5-(pyridin-2-ylcarbamoyl)pyrrolidine-1-carboxylate C(#C)[C@@H]1N([C@H](C[C@H]1CO)C(NC1=NC=CC=C1)=O)C(=O)OC(C)(C)C